trans-4-(3,4-Dihydroisoquinolin-2(1H)-yl)-1-(6-((4-fluorophenyl)amino)pyrimidin-4-yl)piperidine C1N(CCC2=CC=CC=C12)C1CCN(CC1)C1=NC=NC(=C1)NC1=CC=C(C=C1)F